1-(3-methyl-2-oxo-2,3-dihydro-1,3-benzoxazol-6-yl)-2,4-dioxo-3-[(1R)-4-(trifluoromethyl)-2,3-dihydro-1H-inden-1-yl]-1,2,3,4-tetrahydropyrimidine-5-carboxylic acid CN1C(OC2=C1C=CC(=C2)N2C(N(C(C(=C2)C(=O)O)=O)[C@@H]2CCC1=C(C=CC=C21)C(F)(F)F)=O)=O